2-(3,6-dimethyl-9H-carbazol-9-yl)ethyl-phosphonic acid CC=1C=CC=2N(C3=CC=C(C=C3C2C1)C)CCP(O)(O)=O